nitrogen methyl-morpholine nitrogen [N].CN1CCOCC1.[N]